FC(OC1=CC(=C(C(=C1)F)[C@H]1[C@@H](C(NC1)=O)C(=O)O)F)F |o1:10,11| (3S*,4R*)-4-[4-(difluoromethoxy)-2,6-difluorophenyl]-2-oxopyrrolidine-3-carboxylic acid